rac-(R)-1-(5-(2,6-dioxopiperidin-3-yl)pyridin-2-yl)-4-fluoropiperidine-4-carbaldehyde O=C1NC(CC[C@@H]1C=1C=CC(=NC1)N1CCC(CC1)(C=O)F)=O |r|